OC=1C=C(C=C2C=CC=NC12)C1=CC=C(C(=O)NCC2CCN(CC2)C)C=C1 4-(8-hydroxyquinolin-6-yl)-N-((1-methylpiperidin-4-yl)methyl)benzamide